4-hydroxy-6-methoxyisoindolin-1-one OC1=C2CNC(C2=CC(=C1)OC)=O